C(C)(C)(C)N(C(O)=O)C1CCN(CC1)CCC1=CC=CC=C1.C(CC1=CC=CC=C1)N1CCC(CC1)N 1-phenethylpiperidin-4-amine tert-butyl-(1-phenethylpiperidin-4-yl)carbamate